C(C1=CC=CC=C1)OC1=NC(=CC=C1C=1C=NC(=CC1)NC(OC(C)(C)C)=O)OCC1=CC=CC=C1 tert-butyl (2',6'-bis(benzyloxy)-[3,3'-bipyridin]-6-yl)carbamate